[N].N1C=NC2=C1C=CC=N2 pyridinoimidazole nitrogen